N1(N=CN=C1)CCNC=1C(=CC=C(C1)C1=C(C=CC(=C1)F)[N+](=O)[O-])C1=CC=CC=C1 N-(2-(1H-1,2,4-triazol-1-yl)ethyl)-5''-fluoro-2''-nitro-[1,1':4',1''-terphenyl]-2'-amine